NC1=CC2=C(SC(=C2Br)C(F)(F)P(OCC)(OCC)=O)C(=C1)OCCCC(F)(F)F diethyl ((5-amino-3-bromo-7-(4,4,4-trifluorobutoxy)benzo[b]thiophen-2-yl)difluoromethyl)phosphonate